CC1=NN2C(C=C(C=C2)C2=C(C=CC(=N2)C#N)C2=CN=C(O2)CC(C(F)(F)F)(C)C)=N1 6-(2-Methyl-[1,2,4]triazolo[1,5-a]pyridin-7-yl)-5-(2-(3,3,3-trifluoro-2,2-dimethylpropyl)oxazol-5-yl)picolinonitril